pyridinothiazole S1C=NC2=C1C=CC=N2